OC(C(=O)C1=CC=C(C=C1)OCCO)(C)C 2-hydroxy-1-(4-(hydroxyethoxy)phenyl)-2-Methyl-1-propanone